BrC1=CC=C(C=C1)C12C(C3=NC=C(C=C3O1)Cl)(C(C(C2C2=CC=CC=C2)C(=O)N(C)C)=O)O 5a-(4-bromophenyl)-3-chloro-8a-hydroxy-N,N-dimethyl-8-oxo-6-phenyl-5a,7,8,8a-tetrahydro-6H-cyclopenta[4,5]furo[3,2-b]pyridine-7-carboxamide